C(C)N(CC(=O)N(C1COC1)[C@@H](C)C1=CC=C(C=C1)C1=NNC(=C1C(C)C)C=1C=C(C=2N(C1)N=CN2)C)CC (S)-2-(diethylamino)-N-(1-(4-(4-isopropyl-5-(8-methyl-[1,2,4]triazolo[1,5-a]pyridin-6-yl)-1H-pyrazol-3-yl)phenyl)ethyl)-N-(oxetan-3-yl)acetamide